C(C=C)(=O)N1C[C@H]([C@@H](CC1)F)OC=1C2=C(N=C(N1)NC=1C=NN(C1)CC)NC=C2C#N 4-((trans-1-acryloyl-4-fluoropiperidin-3-yl)oxy)-2-((1-ethyl-1H-pyrazol-4-yl)amino)-7H-pyrrolo[2,3-d]pyrimidine-5-carbonitrile